O=C1C(=CC(=NN1)C1N(CC1)C(=O)OC(C)(C)C)C(F)(F)F tert-butyl 2-(6-oxo-5-(trifluoromethyl)-1,6-dihydropyridazin-3-yl)azetidine-1-carboxylate